tert-Butyl 4-(4-Nitro-1H-imidazol-1-yl)piperidine-1-carboxylate [N+](=O)([O-])C=1N=CN(C1)C1CCN(CC1)C(=O)OC(C)(C)C